CN1N=CC=C(C1=O)C 2,4-dimethyl-pyridazin-3-one